C(C)(C)(C)OC(NCC(=O)N1[C@H]2C[C@H]2C[C@H]1C#N)=O (2-((1S,3S,5S)-3-cyano-2-azabicyclo[3.1.0]hex-2-yl)-2-oxoethyl)carbamic acid tert-butyl ester